3-(7-fluoro-6-(methylsulfonyl)-1-oxoisoindolin-2-yl)piperidine-2,6-dione FC=1C(=CC=C2CN(C(C12)=O)C1C(NC(CC1)=O)=O)S(=O)(=O)C